3-(1-Hydroxy-2-oxo-2-(4-oxo-2-(1-phenylcyclopropyl)-3,4,7,8-tetrahydropyrido[4,3-d]pyrimidin-6(5H)-yl)ethyl)benzonitrile OC(C(N1CC2=C(N=C(NC2=O)C2(CC2)C2=CC=CC=C2)CC1)=O)C=1C=C(C#N)C=CC1